4-((1s,3s,5r)-3-ethoxy-8-((5-methoxy-7-methyl-1H-indol-4-yl)methyl)-8-azabicyclo[3.2.1]oct-1-yl)benzoic acid-hydrochloride Cl.C(C)O[C@@H]1C[C@@]2(CC[C@H](C1)N2CC2=C1C=CNC1=C(C=C2OC)C)C2=CC=C(C(=O)O)C=C2